C(C)N(C(=O)OC=1C(=CC(=C(C1)SSSSSSC1=C(C=C(C(=C1)OC(N(CC)CC)=O)C)C)C)C)CC bis(5-diethylcarbamoyloxy-2,4-dimethylphenyl) hexasulfide